benzyl (3-bromo-1-(6,6-difluorobicyclo[3.1.0]hex-3-yl)-2-oxopropyl)carbamate BrCC(C(C1CC2C(C2C1)(F)F)NC(OCC1=CC=CC=C1)=O)=O